1-isocyanato-4-((4-isocyanatohexyl)methyl)cyclohexane N(=C=O)C1CCC(CC1)CCCCC(CC)N=C=O